(S)-4,4-dimethyl-3-(2-(4-methyl-1H-indazol-6-yl)-6-(methylcarbamoyl)-1H-benzo[d]imidazol-1-yl)pentanoic acid CC([C@H](CC(=O)O)N1C(=NC2=C1C=C(C=C2)C(NC)=O)C2=CC(=C1C=NNC1=C2)C)(C)C